CC=1N=C2N(C(=NC=3C=C(C=CC23)C(=O)O)NC2=CC(=CC=C2)OC(F)(F)F)C1 2-Methyl-5-((3-(trifluoromethoxy)phenyl)amino)imidazo[1,2-c]quinazoline-8-carboxylic acid